Cl.CC1(CC1)CN (1-methylcyclopropyl)methanamine hydrochloride